1-iodo-2,6,14-trimethyloctadecane ICC(CCCC(CCCCCCCC(CCCC)C)C)C